C[SiH](C)[Hf](C1C(=CC2=CC=CC=C12)CCC)C1C(=CC2=CC=CC=C12)CCC dimethylsilylbis(2-propyl-indenyl)hafnium